ClC=1C=CC(=C(C1)C1=NC=C(C(=N1)NC=1C(=NNC1)C1=NC2=C(N1)C=CC(=C2)CN2CCCC2)OC)F 2-(5-chloro-2-fluorophenyl)-5-methoxy-N-(3-(5-(pyrrolidin-1-ylmethyl)-1H-benzo[d]imidazol-2-yl)-1H-pyrazol-4-yl)pyrimidin-4-amine